3-fluoro-N-(5-(4-fluorophenyl)thiazol-2-yl)-5-formyl-4-hydroxybenzenesulfonamide FC=1C=C(C=C(C1O)C=O)S(=O)(=O)NC=1SC(=CN1)C1=CC=C(C=C1)F